1-ethyl-3-vinyl-imidazole bromine salt [Br].C(C)N1CN(C=C1)C=C